ClC1=C(C(=CC=C1)Cl)C1CC(=NO1)C=1SC=C(N1)C1CCN(CC1)C(COC1=NC=CN=C1C(F)(F)F)=O 1-(4-(2-(5-(2,6-dichlorophenyl)-4,5-dihydroisoxazol-3-yl)thiazol-4-yl)piperidin-1-yl)-2-((3-(trifluoromethyl)pyrazin-2-yl)oxy)ethan-1-one